CS(=O)(=O)N1CCC(CC1)C(C)O 1-(1-Methanesulphonylpiperidin-4-yl)ethan-1-ol